2,6-difluoro-4-((1S,2S)-2-(4,4,5,5-tetramethyl-1,3,2-dioxaborolan-2-yl)cyclopropyl)benzonitrile FC1=C(C#N)C(=CC(=C1)[C@@H]1[C@H](C1)B1OC(C(O1)(C)C)(C)C)F